7-(imidazo[1,2-b]pyridazin-3-ylethynyl)-6-methyl-N-(3-(trifluoromethyl)phenyl)benzo[d]isoxazol-3-amine N=1C=C(N2N=CC=CC21)C#CC2=C(C=CC=1C(=NOC12)NC1=CC(=CC=C1)C(F)(F)F)C